toluenedion CC=1C(C(C=CC1)=O)=O